2-(3,5-dimethoxyphenoxy)-3-(3,5-dimethoxyphenyl)pyrazine COC=1C=C(OC2=NC=CN=C2C2=CC(=CC(=C2)OC)OC)C=C(C1)OC